CN(C1(CCC2(CN(C(N2)=O)C=2C=NC(=NC2)NC)CC1)C1=CC=CC=C1)C cis-8-dimethylamino-3-(2-methylamino-pyrimidin-5-yl)-8-phenyl-1,3-diazaspiro[4.5]decan-2-one